O=C(CNC(OCCCC)=O)CC butyl (2-oxobutyl)carbamate